N-(6-(1-((3R,4R)-4-fluoro-3-methyltetrahydrofuran-3-yl)piperidin-4-yl)-7-methylisoquinolin-3-yl)-5-oxaspiro[2.4]heptane-1-carboxamide F[C@@H]1[C@](COC1)(C)N1CCC(CC1)C=1C=C2C=C(N=CC2=CC1C)NC(=O)C1CC12COCC2